[N+](=O)([O-])C=1C=C2C(C(=O)OC2=O)=CC1 4-Nitrophthalic anhydride